ClC1=NN(C=C1N(C(CCS(=O)CCC(F)(F)F)=O)CC)C=1C=NC=CC1 N-[3-chloro-1-(3-pyridinyl)-1H-pyrazol-4-yl]-N-ethyl-3-[(3,3,3-trifluoropropyl)sulfinyl]-propanamide